9-[5-methyl-2-tetrahydropyran-2-yloxy-3-(4,4,5,5-tetramethyl-1,3,2-dioxaborolan-2-yl)phenyl]carbazole CC=1C=C(C(=C(C1)N1C2=CC=CC=C2C=2C=CC=CC12)OC1OCCCC1)B1OC(C(O1)(C)C)(C)C